ClC1=NC=CC(=C1F)C=1N=NN(C1CN(C(OC(C)(C)C)=O)C)C tert-butyl ((4-(2-chloro-3-fluoropyridin-4-yl)-1-methyl-1H-1,2,3-triazol-5-yl)methyl)(methyl)carbamate